[K].C1(CC1)C12CC(C1)(C2)NC(C)=O N-{3-cyclopropylbicyclo[1.1.1]pentan-1-yl}acetamide potassium